tert-butyl (1S,2S)-2-((2-methyl-6-(3-methyl-4-(((2-(trimethylsilyl)ethoxy)carbonyl)amino)isoxazol-5-yl)pyridin-3-yl)carbamoyl)cyclohexane-1-carboxylate CC1=NC(=CC=C1NC(=O)[C@@H]1[C@H](CCCC1)C(=O)OC(C)(C)C)C1=C(C(=NO1)C)NC(=O)OCC[Si](C)(C)C